2-(((6aR,8R)-6a-ethyl-2-(3-fluoro-2-hydroxyphenyl)-5,6,6a,7,8,9-hexahydropyrrolo[1',2':4,5]pyrazino[2,3-c]pyridazin-8-yl)oxy)-6-methyl-5-vinylnicotinonitrile C(C)[C@]12N(C=3C(=NN=C(C3)C3=C(C(=CC=C3)F)O)NC1)C[C@@H](C2)OC2=C(C#N)C=C(C(=N2)C)C=C